5-fluoro-7-iodo-[1,2,4]triazolo[1,5-a]pyridin-2-amine FC1=CC(=CC=2N1N=C(N2)N)I